1-[[5-(2,4-difluoro-3-hydroxy-phenyl)-1,3,4-thiadiazol-2-yl]methyl]-3-ethyl-5-methyl-imidazolidine-2,4-dione FC1=C(C=CC(=C1O)F)C1=NN=C(S1)CN1C(N(C(C1C)=O)CC)=O